FC1=C(C=C(C=C1)F)[C@@H]1N(CCC1)C1=NC=2N(C=C1)N=CC2C2=CC(=C(C#N)C=C2)P(=O)(C)C (R)-4-(5-(2-(2,5-difluorophenyl)pyrrolidin-1-yl)pyrazolo[1,5-a]Pyrimidin-3-yl)-2-(dimethylphosphoryl)benzonitrile